((1RS,2SR)-5'-bromo-4'-chloro-1',2'-dihydrospiro[cyclopropane-1,3'-pyrrolo[2,3-b]pyridin]-2-yl)methanol BrC=1C(=C2C(=NC1)NC[C@]21[C@H](C1)CO)Cl |r|